2-(2,6-Dimethylpyridin-4-yl)-3-isopropyl-5-(piperidin-4-yloxy)-1H-indol CC1=NC(=CC(=C1)C=1NC2=CC=C(C=C2C1C(C)C)OC1CCNCC1)C